C(#N)C=1C=C(C(=O)N)C=CC1 3-cyanobenzamide